tricosanic acid C(CCCCCCCCCCCCCCCCCCCCCC)(=O)O